C(#N)C(C)(C)C(SC(N(C1=CC=NC=C1)C)=S)C 2-cyanopropan-2-yl-N-methyl-N-(pyridin-4-yl)dithiourethane